2-(((2-amino-4-fluoro-5-methoxyphenyl)thio)methyl)-2-ethylhexanoic acid NC1=C(C=C(C(=C1)F)OC)SCC(C(=O)O)(CCCC)CC